(R)-N'-((1,2,3,5,6,7-hexahydro-s-indacen-4-yl)carbamoyl)-6-(2-hydroxy-propan-2-yl)pyridine-3-sulfonimidamide C1CCC2=C(C=3CCCC3C=C12)NC(=O)N=[S@](=O)(N)C=1C=NC(=CC1)C(C)(C)O